N-(4-fluoro-3-(trifluoromethyl)phenyl)-3-(5-iodo-2-methoxybenzamido)-6-(trifluoromethyl)benzo[b]thiophene-2-carboxamide FC1=C(C=C(C=C1)NC(=O)C1=C(C2=C(S1)C=C(C=C2)C(F)(F)F)NC(C2=C(C=CC(=C2)I)OC)=O)C(F)(F)F